ClC=1C(=C(C=CC1)NC(C1=CC(=C(C=C1)C)N1N=CC(=C1)C1=CN=C2N1C=CN=C2NCC2=C(C=C(C=C2)OC)OC)=O)F N-(3-chloro-2-fluorophenyl)-3-(4-(8-((2,4-dimethoxybenzyl)amino)imidazo[1,2-a]pyrazin-3-yl)-1H-pyrazol-1-yl)-4-methylbenzamide